(1S,3R)-N-(7-chloro-6-(4-((3S,4S)-4-hydroxy-3-methyltetrahydrofuran-3-yl)piperazin-1-yl)isoquinolin-3-yl)-4,4-difluorospiro[2.2]pentane-1-carboxamide ClC1=C(C=C2C=C(N=CC2=C1)NC(=O)[C@H]1C[C@]12C(C2)(F)F)N2CCN(CC2)[C@]2(COC[C@H]2O)C